FC([C@@H](C1=CC=C(C=C1)F)N1N=CC(=C1)C=1C(=C(C(=CC1F)F)C1=CC=2N(C=C1)N=C(N2)N)F)(C)F (R)-7-(3-(1-(2,2-difluoro-1-(4-fluorophenyl)propyl)-1H-pyrazol-4-yl)-2,4,6-trifluorophenyl)-[1,2,4]triazolo[1,5-a]pyridin-2-amine